3-[5-chloro-6-(3-piperidyl)-2-pyridyl]pyrazolo[1,5-a]pyridine ClC=1C=CC(=NC1C1CNCCC1)C=1C=NN2C1C=CC=C2